5-((4-(9H-fluoren-9-yl)piperazin-1-yl)methyl)-2-(2,6-dioxopiperidin-3-yl)isoindoline-1,3-dione C1=CC=CC=2C3=CC=CC=C3C(C12)N1CCN(CC1)CC=1C=C2C(N(C(C2=CC1)=O)C1C(NC(CC1)=O)=O)=O